ClC=1SC(=CN1)C(C)N(S(=O)C(C)(C)C)CC N-(1-(2-chlorothiazol-5-yl)ethyl)-N-ethyl-2-methylpropan-2-sulfinamide